C(C)(C)(C)OC(=O)N1C[C@@H](OCC1C)CO (2R)-2-(hydroxymethyl)-5-methyl-morpholine-4-carboxylic acid tert-butyl ester